C(CC)=O normal propanal